cesium naphthalenetricarboxylic acid C1(=C(C(=CC2=CC=CC=C12)C(=O)O)C(=O)O)C(=O)O.[Cs]